1,4-bis(2-bromoethyl)benzene BrCCC1=CC=C(C=C1)CCBr